[Si](C)(C)(C(C)(C)C)O[C@H]1CC[C@H](CC1)C(=O)OC cis-methyl 4-[tert-butyl(dimethyl)silyl]oxycyclohexanecarboxylate